tert-butyl (6-fluoro-5-(6-(1-methyl-1H-pyrazol-4-yl)pyrazolo[1,5-a]pyrazine-3-carboxamido)pyridin-3-yl)carbamate FC1=C(C=C(C=N1)NC(OC(C)(C)C)=O)NC(=O)C=1C=NN2C1C=NC(=C2)C=2C=NN(C2)C